Cl.ClC1=C(C=CC=C1Cl)N1CCN(CC1)CCC1CCC(CC1)(N(C)C)C(N)=O trans-4-{2-[4-(2,3-dichlorophenyl)-piperazin-1-yl]-ethyl}-N,N-dimethyl-carbamoyl-cyclohexylamine hydrochloride